C(C=C)(=O)N1CC2(C1)CN(CC2)C2=NC(=NC(=C2)C2=C1C=NNC1=CC=C2C)N2C[C@@H](CCC2)CO 4-(2-acryloyl-2,6-diazaspiro[3.4]octan-6-yl)-2-((R)-3-(hydroxymethyl)piperidin-1-yl)-6-(5-methyl-1H-indazol-4-yl)pyrimidine